ClC1=C(OCCN(C(OC(C)(C)C)=O)C)C(=CC(=C1)C(C)(C1=CC=C(C=C1)OCC1=NC(=NC=C1)SC)C)C#N tert-butyl N-[2-[2-chloro-6-cyano-4-[1-methyl-1-[4-[(2-methylsulfanylpyrimidin-4-yl)methoxy]phenyl]ethyl]phenoxy]ethyl]-N-methyl-carbamate